(2R,3S,4S,5R,6R)-2-((4-hydroxy-2-oxo-2H-chromen-3-yl)thio)-6-methyltetrahydro-2H-pyran-3,4,5-triyl triacetate C(C)(=O)O[C@@H]1[C@H](O[C@@H]([C@H]([C@@H]1OC(C)=O)OC(C)=O)C)SC=1C(OC2=CC=CC=C2C1O)=O